OC=1C(=C(C(=NC1C)NC(=O)C=1NC2=CC=C(C=C2C1)OC)C)C N-(5-Hydroxy-3,4,6-trimethylpyridin-2-yl)-5-methoxy-1H-indol-2-carboxamid